C(C=C)(=O)N1[C@@H](C[C@H](CC1)N1C=NC=2C(=NC=3C(=C(C(=CC3C21)Cl)C2=C(C=CC(=C2)O)C)F)N2CC(C2)N(C)C)CC#N 2-((2S,4S)-1-acryloyl-4-(8-chloro-4-(3-(dimethylamino)azetidin-1-yl)-6-fluoro-7-(5-hydroxy-2-methylphenyl)-1H-imidazo[4,5-c]quinolin-1-yl)piperidin-2-yl)acetonitrile